C(C1=CC=CC=C1)(=O)N1CC(C1)(C)CN1C(=NC2=C1C(=CC(=C2)C(=O)N2C[C@@H](C[C@H](C2)F)N)OC)C=2N(C1=CC=CC=C1C2)CC2CC2 (3R,5R)-1-{1-[(1-benzoyl-3-methylazetidin-3-yl)methyl]-2-[1-(cyclopropylmethyl)-1H-indol-2-yl]-7-methoxy-1H-1,3-benzodiazole-5-carbonyl}-5-fluoropiperidin-3-amine